2-(5-((1H-imidazol-1-yl)methyl)furan-2-yl)-4-isobutylbenzenesulfonamide N1(C=NC=C1)CC1=CC=C(O1)C1=C(C=CC(=C1)CC(C)C)S(=O)(=O)N